7-(4-fluorophenyl)-4-(3,4,5-trimethoxybenzoyl)-3,4-dihydroquinoxalin-2(1H)-one FC1=CC=C(C=C1)C1=CC=C2N(CC(NC2=C1)=O)C(C1=CC(=C(C(=C1)OC)OC)OC)=O